allyl-5-chloro-2'-methyl-6'-(1-methyltriazol-4-yl)spiro[1H-isobenzofuran-3,4'-piperidine]-1-carboxamide C(C=C)N1C(CC2(CC1C=1N=NN(C1)C)OC(C1=CC=C(C=C12)Cl)C(=O)N)C